(trifluoromethyl)pyrazolo[1,5-a]Pyrimidine-3-carboxylic acid FC(F)(F)C1=NN2C(N=CC=C2)=C1C(=O)O